C1(=CC=CC=C1)C(N1[C@H]([C@@H](C1)OS(=O)(=O)C)C)C1=CC=CC=C1 methanesulfonic acid (2S,3R)-1-(diphenylmethyl)-2-methylazetidin-3-yl ester